7-(3-methanesulfinyl-1,2,4-triazin-6-yl)-6-methoxy-2-methylquinoline CS(=O)C=1N=NC(=CN1)C1=C(C=C2C=CC(=NC2=C1)C)OC